FC1=CC=C(OCCS(=O)(=O)NC=2C(=NOC2C2=CC=C(C(=N2)C)OC[C@@H]2[C@H](CCCC2)C(=O)OC)C)C=C1 methyl (1S,2S)-2-(((6-(4-((2-(4-fluorophenoxy)ethyl)sulfonamido)-3-methylisoxazol-5-yl)-2-methylpyridin-3-yl)oxy)methyl)cyclohexane-1-carboxylate